(3-benzyloxycyclobutoxy)-tert-butyl-dimethyl-silane C(C1=CC=CC=C1)OC1CC(C1)O[Si](C)(C)C(C)(C)C